N-Formyl-DL-Phenylalanine C(=O)N[C@@H](CC1=CC=CC=C1)C(=O)O |r|